CC=1NC(=C(C(C1C(=O)OCCC#N)C1=CC(=CC=C1)[N+](=O)[O-])C(=O)OCCOC)C 3-(2-Cyanoethyl) 5-(2-Methoxyethyl) 2,6-dimethyl-4-(3-nitrophenyl)-1,4-dihydropyridine-3,5-dicarboxylate